N1CCC(CCC1)NC(=O)[C@H]1CN(C[C@H](O1)C)C1=C2C=CC=NC2=C(C=C1)Cl (2R,6R)-N-(azepan-4-yl)-4-(8-chloro-5-quinolyl)-6-methyl-morpholine-2-carboxamide